C1(CCC1)OC1=CC(=NC(=N1)N1C=NC=C1)C(=O)NC1CCC(CC1)C 6-cyclobutoxy-2-(1H-imidazol-1-yl)-N-((1r,4r)-4-methylcyclohexyl)pyrimidine-4-carboxamide